2-methyl-5-(3-(difluoromethoxy)phenyl)-N-(3-(2-morpholinopropyl)-1,2,4-thiadiazol-5-yl)furan-3-carboxamide CC=1OC(=CC1C(=O)NC1=NC(=NS1)CC(C)N1CCOCC1)C1=CC(=CC=C1)OC(F)F